2-(1-Phenylethyl)benzene-1,3-diol C1(=CC=CC=C1)C(C)C1=C(C=CC=C1O)O